ClC=1C(=C(C=C(C1OCOC)C)C(C(CC(=O)OC)C)=O)F methyl 4-[3-chloro-2-fluoro-4-(methoxymethyloxy)-5-methylphenyl]-3-methyl-4-oxobutanoate